C(C)(C)(C)OC(=O)N1[C@@H](CN(CC1)C=1C2=C(N=CN1)N(C=C2I)C2=CC(=CC=C2)OC(F)(F)F)C (R)-4-(5-iodo-7-(3-(trifluoromethoxy)phenyl)-7H-pyrrolo[2,3-d]pyrimidin-4-yl)-2-methylpiperazine-1-carboxylic acid tert-butyl ester